OC[C@H]1CCC2=CC=3CCCC3C(=C12)NC(=O)N=[S@@](=O)(N)C=1C=NN2C1OC(C2)(C)C (S)-N'-(((S)-3-(hydroxymethyl)-1,2,3,5,6,7-hexahydro-s-indacen-4-yl)carbamoyl)-2,2-dimethyl-2,3-dihydropyrazolo[5,1-b]oxazole-7-sulfonimidamide